caran-3,4-diol C12CC(C(CC1C2(C)C)O)(C)O